CC1=CC=C2C(=N1)N=C(O2)N2CCN(CC2)C=O [4-(5-methyl-[1,3]oxazolo[4,5-b]pyridin-2-yl)piperazin-1-yl]methanone